NC=1C(=NN(C1N)CCO)C 4,5-Diamino-3-methyl-1H-pyrazole-1-ethanol